N[C@](C=O)(O)[C@@](O)([C@H](O)[C@H](O)C(=O)O)N 2,3-di-amino-D-mannuronic acid